1,4-cyclohexadienyl bromoformate BrC(=O)OC1=CCC=CC1